5-hexyl-bicyclo[2.2.1]hepta-2-ene C(CCCCC)C1C2C=CC(C1)C2